[C@H]12CC(C[C@H](CCC1)N2)N(C=2SC=1N=C(N=CC1N2)C=2C=C(C=1N(C2)C=C(N1)C)F)C N-[(1R,5S)-9-azabicyclo[3.3.1]non-3-yl]-5-(8-fluoro-2-methylimidazo[1,2-a]pyridin-6-yl)-N-methyl-[1,3]thiazolo[5,4-d]pyrimidin-2-amine